Isopropylidenemalonic acid diethyl ester C(C)OC(C(C(=O)OCC)=C(C)C)=O